3,4,7,8,9,10-hexahydropyrido[4',3':3,4]Pyrazolo[1,5-a]Pyrazine-2(1H)-carboxylic acid C1N(CCC2=NN3C(CNCC3)=C21)C(=O)O